methyl (R)-5-(8-(8-ethyl-4-methyl-2-oxo-2,3,4,5-tetrahydro-1H-pyrido[3,4-b][1,4]diazepin-6-yl)isoquinolin-3-yl)picolinate C(C)C1=CC2=C(N[C@@H](CC(N2)=O)C)C(=N1)C=1C=CC=C2C=C(N=CC12)C=1C=CC(=NC1)C(=O)OC